(2-methoxyacetyl)-2,6-dimethylaniline COCC(=O)NC1=C(C=CC=C1C)C